7,7-Dimethyl-5H-indeno[2,1-b]carbazol CC1(C2=CC=CC=C2C=2C1=CC=1NC3=CC=CC=C3C1C2)C